1-phenyl-ethylamino-butyric acid ethyl ester C(C)OC(C(CC)NC(C)C1=CC=CC=C1)=O